(2R,4S)-4-fluoro-N-(3-(2-((3-methoxy-1-methyl-1H-pyrazol-4-yl)amino)-5-methylpyrimidin-4-yl)-1H-indol-7-yl)pyrrolidine-2-carboxamide F[C@H]1C[C@@H](NC1)C(=O)NC=1C=CC=C2C(=CNC12)C1=NC(=NC=C1C)NC=1C(=NN(C1)C)OC